3-(3,5-dicyanophenyl)-4-(2,6-diisopropylphenyl)-5-(2-methylphenyl)-4H-1,2,4-triazole C(#N)C=1C=C(C=C(C1)C#N)C1=NN=C(N1C1=C(C=CC=C1C(C)C)C(C)C)C1=C(C=CC=C1)C